2-(4-chlorophenyl)-4-(2',6'-diphenyl-[1,1':4',1''-terphenyl]-4-yl)-6-phenyl-1,3,5-triazine ClC1=CC=C(C=C1)C1=NC(=NC(=N1)C1=CC=C(C=C1)C1=C(C=C(C=C1C1=CC=CC=C1)C1=CC=CC=C1)C1=CC=CC=C1)C1=CC=CC=C1